C(C1=CC=CC=C1)OC1=C(C(=CC=C1F)F)C1=CC(=C(C=C1)F)C[C@]1(C[C@H](CC1)NS(=O)(=O)C)C(=O)N (1R,3S)-1-((2'-(benzyloxy)-3',4,6'-trifluoro-[1,1'-biphenyl]-3-yl)methyl)-3-(methylsulfonamido)cyclopentane-1-carboxamide